Cl.C(C)N=C=NCCCN(C)C ethyl-(3-(dimethylamino)propyl)carbodiimide hydrochloride